C(C)OP(OCC)OCC triethyl-oxyphosphorus